CN1CCC(CC1)NC(=O)N1C[C@H](C[C@H](C1)C)C1=C2C=CC=NC2=C(C=C1)C#N (3R,5R)-3-(8-Cyano-quinolin-5-yl)-5-methyl-piperidine-1-carboxylic acid (1-methyl-piperidin-4-yl)-amid